C(CCCC#C)N1[C@@H]2[C@@H]([C@H]([C@@H]([C@H]([C@H]12)OCOC)OCOC)OCOC)OCOC |r| (±)-(1R,2S,3R,4R,5S,6S)-7-(hex-5-yn-1-yl)-2,3,4,5-tetrakis(methoxymethoxy)-7-azabicyclo[4.1.0]heptane